(E)-ethyl 4-(4-((3-(2-chloropyridin-4-yl)acryloyl)oxy)phenyl)-6-methyl-2-thioxo-1,2,3,4-tetrahydropyrimidine-5-carboxylate ClC1=NC=CC(=C1)/C=C/C(=O)OC1=CC=C(C=C1)C1NC(NC(=C1C(=O)OCC)C)=S